2-(benzo[d]oxazol-2-ylamino)-4-(2-chlorophenyl)-N-(4-hydroxyphenyl)-6-methyl-1,4-dihydropyrimidine-5-carboxamide O1C(=NC2=C1C=CC=C2)NC=2NC(=C(C(N2)C2=C(C=CC=C2)Cl)C(=O)NC2=CC=C(C=C2)O)C